N-(2-((3R,5S)-4-hydroxy-2-methylpyrrolidin-1-yl)-5-(trifluoromethyl)pyridin-4-yl)-6-(1-methyl-1H-pyrazol-4-yl)picolinamide OC1CC(N(C1)C1=NC=C(C(=C1)NC(C1=NC(=CC=C1)C=1C=NN(C1)C)=O)C(F)(F)F)C